O1OOON1 oxatriOxazole